4-(Methyl(9-methyl-9H-carbazol-3-yl)amino)quinoline CN(C1=CC=NC2=CC=CC=C12)C=1C=CC=2N(C3=CC=CC=C3C2C1)C